C(C)(C)(C)OC(=O)NC1=C(C(=NC=C1)C1CCN(CC1)C(=O)OC(C)(C)C)Cl tert-Butyl 4-(4-((tert-butoxycarbonyl)amino)-3-chloropyridin-2-yl)piperidine-1-carboxylate